4-((5-Amino-1-(naphthalen-2-yl-sulfonyl)-1H-1,2,4-triazol-3-yl)amino)-3-methylbenzonitrile NC1=NC(=NN1S(=O)(=O)C1=CC2=CC=CC=C2C=C1)NC1=C(C=C(C#N)C=C1)C